4-(propan-2-yl)cyclohexyl N-{[2-(2,6-dioxopiperidin-3-yl)-3-oxo-2,3-dihydro-1H-isoindol-5-yl]methyl}carbamate O=C1NC(CCC1N1CC2=CC=C(C=C2C1=O)CNC(OC1CCC(CC1)C(C)C)=O)=O